(S)-5-methoxy-4-((2-(4-(methoxycarbonyl)phenyl)-4-(2-methylthiophene-3-yl)piperidin-1-yl)methyl)-7-methyl-1H-indole-1-carboxylic acid tert-butyl ester C(C)(C)(C)OC(=O)N1C=CC2=C(C(=CC(=C12)C)OC)CN1[C@@H](CC(CC1)C1=C(SC=C1)C)C1=CC=C(C=C1)C(=O)OC